P(S)(O)N.P(N)(S)O thiophosphorous amide (thiophosphoramidite)